C(#N)N1[C@H]2[C@@H](C[C@@H]1CC2)NC(C2=CC(=C(C=C2)C2=NC=CC(=C2)C#N)OCC(C)C)=O N-((1R,2R,4S)-7-cyano-7-azabicyclo[2.2.1]heptan-2-yl)-4-(4-cyano-2-pyridinyl)-3-(2-methylpropoxy)benzamide